C(C)(C)(C)OC(N(CCOC1=CC(=C(C=C1)C)C(NC1(CN(C1)C)C1=CC=CC2=CC=CC=C12)=O)C)=O tert-Butylmethyl(2-(4-methyl-3-((1-methyl-3-(naphthalen-1-yl)azetidin-3-yl)carbamoyl)phenoxy)ethyl)carbamate